1-methallyl-2-(2-hydroxy-5-methyl-phenyl)benzotriazoleN C(C(C)=C)N1N(NC2=C1C=CC=C2)C2=C(C=CC(=C2)C)O